C(CCCCCCC=C)O[C@H](COCCOCCOC1=CC=CC=C1)COCCCCCCCC=C 2-[2-[(2S)-2,3-bis(non-8-enoxy)propoxy]ethoxy]ethoxybenzene